C1(CC2C(CC1)O2)CC[SiH2]CCOCC(OC)OC β-(3,4-epoxycyclohexyl)Ethyldimethoxyethoxyethylsilane